N1=CC(=CC=C1)CN1N=C2C=CC(=CC2=C1)N 2-(Pyridin-3-ylmethyl)-2H-indazol-5-amine